Br.C(C)N(C1=CC=CC=C1)CC N,N-diethylaniline hydrobromide